IC=1C=NN(C1C)C 4-iodo-1,5-dimethylpyrazole